CO[Si](NC(C1=CC=CC=C1)=O)(NC(C1=CC=CC=C1)=O)C N,N'-(Methoxy(methyl)silandiyl)dibenzamid